OC1=NCSC=C1 4-hydroxy-1,3-thiazine